((2-(2-Aminoethoxy)ethyl)amino)-2-methyl-N-(5-methylthiazol-2-yl)benzamide NCCOCCNC=1C(=C(C(=O)NC=2SC(=CN2)C)C=CC1)C